4-amino-N-(1-(4-bromophenyl)-2,2,2-trifluoroethyl)cyclohexane-1-carboxamide hydrochloride Cl.NC1CCC(CC1)C(=O)NC(C(F)(F)F)C1=CC=C(C=C1)Br